FC1=CC=C(C=C1)C(=O)N1[C@@H](C=2N(CC1)C(=NC2C2=CC=CC=C2)C2=NC(=NS2)C)C (R)-(4-Fluorophenyl)(8-methyl-3-(3-methyl-1,2,4-thiadiazol-5-yl)-1-phenyl-5,6-Dihydroimidazo[1,5-a]pyrazin-7(8H)-yl)methanone